NC(C(=O)N)=CC1C(NC2=NC=CC=C21)=O (2S)-2-amino-3-(2-oxo-2,3-dihydro-1H-pyrrolo[2,3-b]pyridin-3-yl)acrylamide